6-(difluoromethoxy)-2-isopropyl-9,9-dimethyl-9,10-dihydroacridine FC(OC=1C=C2NC=3C=CC(=CC3C(C2=CC1)(C)C)C(C)C)F